3-bromo-N,5-dimethyl-2-(1-methylcyclobutane-1-carboxamido)benzamide BrC=1C(=C(C(=O)NC)C=C(C1)C)NC(=O)C1(CCC1)C